5-bromo-7-chloro-1,2,3,4-tetrahydronaphthalene-1,2-diol BrC1=C2CCC(C(C2=CC(=C1)Cl)O)O